COC=1C=C2C(=CC=NC2=CC1OC)OC1=C(C=C(C=C1)NC1=NN(C=C1C(=O)N1CCCC2CCCCC12)C)F (3-((4-((6,7-dimethoxyquinolin-4-yl)oxy)-3-fluorophenyl)amino)-1-methyl-1H-pyrazol-4-yl)(octahydroquinolin-1(2H)-yl)methanone